cis-2-[4-[(8-methylamino-2-oxo-8-phenyl-1,3-diazaspiro[4.5]decan-3-yl)-methyl]-1H-[1,2,3]triazol-1-yl]-acetamide CNC1(CCC2(CN(C(N2)=O)CC=2N=NN(C2)CC(=O)N)CC1)C1=CC=CC=C1